decanoic acid isopropyl ester C(C)(C)OC(CCCCCCCCC)=O